FC=1C(=NC=C(C1)Cl)O[C@H](CNC1=NC=NC(=C1Cl)C(F)F)C (S)-N-(2-((3-fluoro-5-chloropyridin-2-yl)oxy)propyl)-5-chloro-6-difluoromethylpyrimidin-4-amine